2-[(2R)-3-(3,4-dihydro-1H-isoquinolin-2-yl)-2-hydroxy-propyl]-6-(2-fluoro-4-pyridinyl)-3,4-dihydroisoquinolin-1-one C1N(CCC2=CC=CC=C12)C[C@H](CN1C(C2=CC=C(C=C2CC1)C1=CC(=NC=C1)F)=O)O